benzyl 6-(1,2,3,6-tetrahydropyridin-4-yl)-3,4-dihydro-1H-isoquinoline-2-carboxylate HCl Cl.N1CCC(=CC1)C=1C=C2CCN(CC2=CC1)C(=O)OCC1=CC=CC=C1